N-β-aminoethyl-γ-aminopropyl-dimethoxysilane (9H-fluoren-9-yl)methyl-4-(4-amino-2-chlorophenyl)piperidine-1-carboxylate C1=CC=CC=2C3=CC=CC=C3C(C12)COC(=O)N1CCC(CC1)C1=C(C=C(C=C1)N)Cl.NCCNCCC[SiH](OC)OC